1-Methyl-2-(6-trifluoromethoxy-benzothiazol-2-ylamino)-1H-benzoimidazole-5-carboxylic acid diethylcarbamoylmethyl-amide C(C)N(C(=O)CNC(=O)C1=CC2=C(N(C(=N2)NC=2SC3=C(N2)C=CC(=C3)OC(F)(F)F)C)C=C1)CC